FC(COC=1C(=NC=C(C1)F)OC=1C=CC=2N(C1)C(=C(N2)C(=O)NC2(CCS(CC2)(=O)=O)C)C)F 6-[[3-(2,2-difluoroethoxy)-5-fluoro-2-pyridyl]oxy]-3-methyl-N-(4-methyl-1,1-dioxo-thian-4-yl)imidazo[1,2-a]pyridine-2-carboxamide